CS(=O)(=O)N1CC(CC1)C1=C(C(=O)N)C=CC=N1 (1-(methylsulfonyl)pyrrolidin-3-yl)nicotinamide